CC1CN(CCN1)C1=CC=C2C=NN(C2=C1)C=1C=C(C=CC1)C 6-(3-methylpiperazin-1-yl)-1-(m-tolyl)-1H-indazole